FC1=C(C(=CC=C1)F)C1=CC(=C(N=N1)C(=O)N)NC1=NC=C(C=C1)N1C(CNCC1)=O 6-(2,6-difluorophenyl)-4-((5-(2-oxopiperazin-1-yl)pyridin-2-yl)amino)pyridazine-3-carboxamide